ClC=1C=C(C=CC1)[C@H]1[C@@H](CN(CC1)C(=O)C=1C=2N(C=CC1)C=NC2)NC([C@@H](C(C)C)NC(C(F)(F)F)=O)=O (R)-N-((3S,4S)-4-(3-chlorophenyl)-1-(imidazo[1,5-a]pyridine-8-carbonyl)piperidin-3-yl)-3-methyl-2-(2,2,2-trifluoroacetamido)butanamide